[Si](=O)=O.[Ni].[Zn] zinc-nickel-silicon dioxide